C1N=C[C@H]2C3CCC([C@@H]12)CC3 (3aS,4S,7R,7aR)-3a,4,5,6,7,7a-hexahydro-1H-4,7-ethanoisoindole